N1(CCOCC1)C(COC1=C(N(CC(=O)O)CC(=O)O)C=CC=C1)=O 2-(2'-morpholinyl-2'-oxoethoxy)-N,N-bis(hydroxycarbonylmethyl)aniline